FC(C(=O)NC1(CC1)C(=O)N)(F)F 1-(2,2,2-trifluoroacetylamino)cyclopropane-1-carboxamide